CN(C(CCCC)=O)CCC N-methyl-N-propylpentanamide